FC=1C(=NC=CC1CC=1C=NC=C(C1C)NC1=NC=C(C=C1)OC(F)(F)F)N 3-fluoro-4-[[4-methyl-5-[[5-(trifluoromethoxy)-2-pyridyl]amino]-3-pyridyl]methyl]pyridin-2-amine